5-cyclopropyl-3-[2-(trifluoromethyl)phenyl]-1,2-oxazole-4-carbonyl chloride C1(CC1)C1=C(C(=NO1)C1=C(C=CC=C1)C(F)(F)F)C(=O)Cl